COC(=O)O[C@@H](C)N1C([C@@H](CC1)C[C@@H](C(COC(=O)N1CCCCC1)=O)NC([C@@H](NC(=O)C=1NC2=CC=CC(=C2C1)OC)CC(C)C)=O)=O piperidine-1-carboxylic acid (3S)-4-[(3S)-1-{(1S)-1-[(methoxycarbonyl) oxy] ethyl}-2-oxopyrrolidin-3-yl]-3-({N-[(4-methoxy-1H-indol-2-yl) carbonyl]-L-leucyl} amino)-2-oxobutyl ester